diphenoxy-2-chloro-1,3,5-triazine O(C1=CC=CC=C1)C1=NC(=NC(=N1)Cl)OC1=CC=CC=C1